CC1(C2CN(CC12)C([C@@H](C)NC(OC(C)(C)C)=O)=O)C tert-Butyl ((2R)-1-(6,6-dimethyl-3-azabicyclo[3.1.0]hexan-3-yl)-1-oxopropan-2-yl)carbamate